lithium dioleate C(CCCCCCC\C=C/CCCCCCCC)(=O)[O-].C(CCCCCCC\C=C/CCCCCCCC)(=O)[O-].[Li+].[Li+]